7-(2,2-dimethoxyethyl)-5-iodo-7H-pyrrolo[2,3-d]pyrimidin-4-amine COC(CN1C=C(C2=C1N=CN=C2N)I)OC